(Z)-1-(2-fluoro-4-(1-(5-(trifluoromethoxy)pyridin-2-yl)-1H-1,2,4-triazol-3-yl)phenyl)-3-(3-(5-methyl-2-propylphenyl)-4-oxothiazolidin-2-ylidene)urea FC1=C(C=CC(=C1)C1=NN(C=N1)C1=NC=C(C=C1)OC(F)(F)F)NC(=O)\N=C\1/SCC(N1C1=C(C=CC(=C1)C)CCC)=O